CON(C(=O)C=1OC2=C(C1OC)C=CC=C2)C N,3-dimethoxy-N-methyl-1-benzofuran-2-carboxamide